OC1=CC=C2C(=CC=NC2=C1)N1CCN(CC1)C(=O)[C@@H]1CNCC1 (S)-(4-(7-hydroxyquinolin-4-yl)piperazin-1-yl)(pyrrolidin-3-yl)methanone